CN1N=C(C(=C1C)B1OC(C(O1)(C)C)(C)C)C 1,3,5-trimethyl-4-(4,4,5,5-tetramethyl-1,3,2-di-oxaborolan-2-yl)-1H-pyrazole